C(#N)[C@H]1N(CSC1)C(CNC(=O)C1=CC=NC2=CC=C(C=C12)N1CC2(C1)CC(C2)C)=O (R)-N-(2-(4-Cyanothiazolidin-3-yl)-2-oxoethyl)-6-(6-methyl-2-azaspiro[3.3]heptan-2-yl)quinoline-4-carboxamide